5-ethynyl-6-fluoro-4-{8-fluoro-2-[(3aS,6aS)-1-methylhexahydropyrrolo[3,4-b]pyrrol-5(1H)-yl]-4-(piperidin-1-yl)pyrido[4,3-d]pyrimidin-7-yl}naphthalen-2-ol C(#C)C1=C2C(=CC(=CC2=CC=C1F)O)C1=C(C=2N=C(N=C(C2C=N1)N1CCCCC1)N1C[C@H]2N(CC[C@H]2C1)C)F